1-((1s,3s)-3-((5-(imidazo[1,2-a]pyridin-6-yl)-7H-pyrrolo[2,3-d]pyrimidin-2-yl)amino)-1-methylcyclobutyl)pyrrolidin-2-one N=1C=CN2C1C=CC(=C2)C2=CNC=1N=C(N=CC12)NC1CC(C1)(C)N1C(CCC1)=O